C1(CC1)N1C(=NC(=C1)C(F)(F)F)C1=CC=C(C=C1)CN1C(C(=CC2=C1N=C(N=C2C)C=2C(=NC=NC2OC)C2CC2)C2CCN(CC2)C)=O 8-({4-[1-cyclopropyl-4-(trifluoromethyl)imidazol-2-yl]phenyl}methyl)-2-(4-cyclopropyl-6-methoxypyrimidin-5-yl)-4-methyl-6-(1-methylpiperidin-4-yl)pyrido[2,3-d]pyrimidin-7-one